(1s,4s)-4-((2-((2-(1-(Cyclopropylsulfonyl)-1H-pyrazol-4-yl)pyrimidin-4-yl)amino)-5-(5-((1-(2-fluoroethyl)piperidin-4-yl)oxy)pyrazin-2-yl)pyridin-4-yl)amino)-1-methylcyclohexan-1-ol C1(CC1)S(=O)(=O)N1N=CC(=C1)C1=NC=CC(=N1)NC1=NC=C(C(=C1)NC1CCC(CC1)(O)C)C1=NC=C(N=C1)OC1CCN(CC1)CCF